FC(C(=O)NC[C@H]1N(CC1)C(=O)OC(C)(C)C)(F)F tert-butyl (S)-2-((2,2,2-trifluoroacetamido)methyl)azetidine-1-carboxylate